[As].[Cd] Cadmium-arsenic